methyl 2-(1-tert-butylpyrazol-3-yl)-4-cyano-benzoate C(C)(C)(C)N1N=C(C=C1)C1=C(C(=O)OC)C=CC(=C1)C#N